CC(C[C@H]1[C@@H](C[C@H]2N(CCC3=CC(=C(C=C23)OC)OC(C(F)(F)F)C)C1)O)(C)C (2R,3R,11bR)-3-(2,2-dimethylpropyl)-10-methoxy-9-[(1,1,1-trifluoropropan-2-yl)oxy]-1H,2H,3H,4H,6H,7H,11bH-pyrido[2,1-a]isoquinolin-2-ol